NCC1=C(C=NC=C1)OCCNC(OC(C)(C)C)=O tert-butyl (2-((4-(aminomethyl)pyridin-3-yl)oxy)ethyl)carbamate